(4-Butylphenyl)(6-chloro-2,3,4-trihydroxyphenyl)methanone C(CCC)C1=CC=C(C=C1)C(=O)C1=C(C(=C(C=C1Cl)O)O)O